(3S,6S)-3-Bromo-3,6-dimethyl-1,4-dioxane-2,5-dione Br[C@]1(C(O[C@H](C(O1)=O)C)=O)C